2-(4,4-difluoroazepan-1-yl)-N-(3-sulfamoylphenyl)-5,6,7,8,9,10-hexahydrocycloocta[b]pyridine-3-carboxamide FC1(CCN(CCC1)C1=C(C=C2C(=N1)CCCCCC2)C(=O)NC2=CC(=CC=C2)S(N)(=O)=O)F